2-[4-(2-Amino-[1,2,4]triazolo[1,5-a]pyridin-7-yl)phenyl]-N-[4-(2-hydroxy-2-methylpropyl)phenyl]acetamide NC1=NN2C(C=C(C=C2)C2=CC=C(C=C2)CC(=O)NC2=CC=C(C=C2)CC(C)(C)O)=N1